C(C)(C)(C)OC([C@@H](NC(=O)OCC1C2=CC=CC=C2C2=CC=CC=C12)CC(=O)O)=O Fmoc-L-aspartic acid-1-tert-butyl ester